Br(=O)(=O)O.[Au] gold bromic acid